4-(6,7-dimethoxyisoquinolin-1-yl)-N,N-dimethylaniline COC=1C=C2C=CN=C(C2=CC1OC)C1=CC=C(N(C)C)C=C1